ClC1=C(C(N(C=C1)C(=O)OC(C)(C)C)C(=O)O)N chloro-N-Boc-aminopyridinecarboxylic acid